6-((1H-indazol-4-yl)methyl)-4-methyl-2-((4-(trifluoromethyl)-1H-pyrazol-3-yl)methyl)-4,6-dihydro-5H-thiazolo[5',4':4,5]pyrrolo[2,3-d]pyridazin-5-one N1N=CC2=C(C=CC=C12)CN1N=CC2=C(C1=O)N(C1=C2SC(=N1)CC1=NNC=C1C(F)(F)F)C